CN(C(=O)C1=CN=C(S1)N1CCC(CC1)N1C[C@@H](CCC1)C)CC=1C=NC=CC1 N-methyl-2-[(3R)-3-methyl-[1,4'-bipiperidine]-1'-yl]-N-(pyridin-3-ylmethyl)-1,3-thiazole-5-carboxamide